O=C(C=C)NC(CS(=O)(=O)O)C 2-[(1-oxo-2-propenyl)amino]-1-propanesulfonic acid